(R)-3-(1-(1-(ethoxycarbonyl)cyclopropyl)piperidin-3-yl)azetidine-1-carboxylic acid tert-butyl ester C(C)(C)(C)OC(=O)N1CC(C1)[C@@H]1CN(CCC1)C1(CC1)C(=O)OCC